3-(1-adamantyl)-4-(ethoxymethoxy)thiophene C12(CC3CC(CC(C1)C3)C2)C2=CSC=C2OCOCC